C(C)(C)(C)OC(=O)N1C(CC(C1)O)NC(=O)C1=CC2=C(N(C(=N2)C2=CC=3C(=NC=CC3)N2CC2CC2)C)C=C1 {2-[1-(cyclopropylmethyl)-1H-pyrrolo[2,3-b]pyridin-2-yl]-1-methyl-1H-1,3-benzodiazole-5-amido}-4-hydroxypyrrolidine-1-carboxylic acid tert-butyl ester